4-(2-nitro-ethyl)nitrobenzene [N+](=O)([O-])CCC1=CC=C(C=C1)[N+](=O)[O-]